tert-butyl-(E)-4,4-difluoro-4-(quinolin-5-yl)but-2-enol C(C)(C)(C)C(\C=C\C(C1=C2C=CC=NC2=CC=C1)(F)F)O